(5Z)-5-[(4-pyridin-4-ylquinolin-6-yl)methylene]-1,3-thiazolidine-2,4-dione N1=CC=C(C=C1)C1=CC=NC2=CC=C(C=C12)\C=C/1\C(NC(S1)=O)=O